Cl[C@H](C(=O)N(C[C@@H]1C(NCCC1)=O)NC(=O)[C@H]1N(CC(C1)(C)C)C(=O)[C@H](C(CC)(C)C)NC(=O)C1CC1)F N-[(1S)-1-[(2S)-2-[[[(2R)-2-chloro-2-fluoro-acetyl]-[[(3R)-2-oxo-3-piperidyl]methyl]amino]carbamoyl]-4,4-dimethyl-pyrrolidine-1-carbonyl]-2,2-dimethyl-butyl]cyclopropanecarboxamide